(7R)-7-Amino-1-(6-tert-butyl-5-methyl-pyrrolo[2,3-b]pyrazin-3-yl)-8-hydroxy-octan-1-one N[C@H](CCCCCC(=O)C1=CN=C2C(=N1)N(C(=C2)C(C)(C)C)C)CO